NCCNCCS(=O)(=O)O N-(2-aminoethyl)-2-aminoethane-sulfonic acid